methylacrylamide azide [N-]=[N+]=[N-].CC(C(=O)N)=C